[Si](OO[SiH](C1=CC=CC=C1)C)([O-])([O-])[O-] methylphenylsiloxy silicate